1-[4-C-Azido-2-deoxy-2-fluoro-β-D-arabinofuranosyl]-2,4(1H,3H)-pyrimidinedione N(=[N+]=[N-])[C@]1([C@H]([C@@H]([C@@H](O1)N1C(NC(C=C1)=O)=O)F)O)CO